tristyrene phenyl-phosphate C1(=CC=CC=C1)OP(=O)(O)O.C=CC1=CC=CC=C1.C=CC1=CC=CC=C1.C=CC1=CC=CC=C1